2-(trifluoromethyl)-2',3',4',5'-tetrahydro-[1,1'-biphenyl]-4-ol FC(C1=C(C=CC(=C1)O)C=1CCCCC1)(F)F